NC1=C2C(=NC(=N1)Cl)N(N=C2)CC=2C=CC(=C(COC=1C=C(C=CC1)CO)C2)F (3-((5-((4-amino-6-chloro-1H-pyrazolo[3,4-d]pyrimidin-1-yl)methyl)-2-fluorobenzyl)oxy)phenyl)methanol